ethyl 2-(3-fluoro phenyl)-4-oxo-1,4-dihydroquinoline-6-carboxylate FC=1C=C(C=CC1)C=1NC2=CC=C(C=C2C(C1)=O)C(=O)OCC